IC1=NN(C2=CC(=C(C=C12)OC)[N+](=O)[O-])C 3-iodo-5-methoxy-1-methyl-6-nitro-indazole